3-(2-(4-fluoro-1H-indazol-6-yl)-6-(methylcarbamoyl)-1H-benzo[d]imidazol-1-yl)-4,4-dimethylpentanoic acid methyl ester COC(CC(C(C)(C)C)N1C(=NC2=C1C=C(C=C2)C(NC)=O)C2=CC(=C1C=NNC1=C2)F)=O